3-[tert-butyl-(dimethyl)silyl]oxy-3-phenyl-propanal C(C)(C)(C)[Si](OC(CC=O)C1=CC=CC=C1)(C)C